C(C)(C)(C)C=1C2(C=3C(=NC=C(C3Cl)Br)N1)CCCC2 tert-butyl-5'-bromo-4'-chlorospiro[cyclopentane-1,3'-pyrrolo[2,3-b]pyridine]